2-(2,3,4,5-tetrakis(3-(tert-butyl)-9H-carbazol-9-yl)-6-(pyridin-4-yl)phenyl)benzo[d]oxazole C(C)(C)(C)C=1C=CC=2N(C3=CC=CC=C3C2C1)C1=C(C(=C(C(=C1N1C2=CC=CC=C2C=2C=C(C=CC12)C(C)(C)C)N1C2=CC=CC=C2C=2C=C(C=CC12)C(C)(C)C)N1C2=CC=CC=C2C=2C=C(C=CC12)C(C)(C)C)C1=CC=NC=C1)C=1OC2=C(N1)C=CC=C2